1-(4-(5-(difluoromethyl)-1,3,4-oxadiazol-2-yl)benzyl)-3,3-dimethylindolin-2-one FC(C1=NN=C(O1)C1=CC=C(CN2C(C(C3=CC=CC=C23)(C)C)=O)C=C1)F